OC1=CC(=NN1C)C(=O)OC methyl 5-hydroxy-1-methyl-1H-pyrazole-3-carboxylate